(Z)-N-(7-fluoro-2,3-dihydrobenzofuran-4-yl)-2-hydroxyiminoacetamide FC1=CC=C(C=2CCOC21)NC(\C=N/O)=O